10,10-dibutyloxy-3-pivaloyloxydecane C(CCC)OC(CCCCCCC(CC)OC(C(C)(C)C)=O)OCCCC